N-(4-(2-((4-(dimethyl-amino)-3-fluorocyclohexyl)amino)-8-isopropyl-7-oxo-7,8-dihydropyrido[2,3-d]-pyrimidin-6-yl)-2-fluorophenyl)-3,3,3-trifluoropropane-1-sulfonamide hydrochloride Cl.CN(C1C(CC(CC1)NC=1N=CC2=C(N1)N(C(C(=C2)C2=CC(=C(C=C2)NS(=O)(=O)CCC(F)(F)F)F)=O)C(C)C)F)C